C(C)(C)(C)OC(=O)N1[C@@H](C=C([C@H](C1)N(S(=O)(=O)C1=C(C=CC=C1)[N+](=O)[O-])OCC=C)C)C(N)=O (2s,5r)-5-(N-(allyloxy)-2-nitrophenylsulfonamido)-2-carbamoyl-4-methyl-5,6-dihydropyridine-1(2H)-carboxylic acid tert-butyl ester